COCCOC1=CC=C(C=C1)B(O)O [4-(2-methoxyethoxy)phenyl]boronic acid